ClC1=CC=C(CN2C(C(=C(C=C2)CN2CCN(CC2)C(=O)OC(C)(C)C)O)=O)C=C1 tert-butyl 4-{[1-(4-chlorobenzyl)-3-hydroxy-2-oxo-1,2-dihydropyridin-4-yl]methyl}-piperazine-1-carboxylate